7-chloro-8-(2,3-dichlorophenyl)-N-[(4S)-3,4-dihydro-2H-1-benzopyran-4-yl]-4-(morpholin-4-yl)-1,5-naphthyridine-3-carboxamide ClC1=CN=C2C(=C(C=NC2=C1C1=C(C(=CC=C1)Cl)Cl)C(=O)N[C@H]1CCOC2=C1C=CC=C2)N2CCOCC2